ClC1=C(N=C2N(C1=O)C=C(N=C2C2=C(C=C(C#N)C=C2)F)C2CC(OCC2)C=2C=NN(C2)C2CC2)C 4-(3-chloro-7-(2-(1-cyclopropyl-1H-pyrazol-4-yl)tetrahydro-2H-pyran-4-yl)-2-methyl-4-oxo-4H-pyrazino[1,2-a]pyrimidin-9-yl)-3-fluorobenzonitrile